BrC1=CC(=C(C(=C1)C(C)C)NC=1C(=CC=CC1)N)C(C)C N2-(4-bromo-2,6-diisopropyl-phenyl)benzene-1,2-diamine